dimethyl-azetidin CC1(CNC1)C